BrC=1C=C2C=NN(C2=CC1)C(=O)OC(C)(C)C tert-butyl 5-bromoindazole-1-carboxylate